(1R,2S,SR)-2-isopropyl-5-methylcyclohexanol C(C)(C)[C@H]1[C@@H](C[C@H](CC1)C)O |&1:6|